5-oxo-1,2,3,5-tetrahydroindolizine-3-carbaldehyde O=C1N2C(CCC2=CC=C1)C=O